5-methyl-3H-pyrazolo[5,1-f][1,2,4]triazin-4-one CC=1C=NN2N=CNC(C21)=O